3-(3-fluorophenyl)-N7-methyl-2,3-dihydrobenzofuran-5,7-dicarboxamide FC=1C=C(C=CC1)C1COC2=C1C=C(C=C2C(=O)NC)C(=O)N